Diethyl (2-(4-methoxyphenyl)acetyl)-L-valyl-D-glutamate COC1=CC=C(C=C1)CC(=O)N[C@@H](C(C)C)C(=O)N[C@H](CCC(=O)OCC)C(=O)OCC